1-(4-((3-aminopropyl)amino)-6-methylpyrimidin-2-yl)-3-(naphthalen-2-yl)urea NCCCNC1=NC(=NC(=C1)C)NC(=O)NC1=CC2=CC=CC=C2C=C1